4-methoxy-3,5-dinitrobenzoic acid methyl ester COC(C1=CC(=C(C(=C1)[N+](=O)[O-])OC)[N+](=O)[O-])=O